2-({[4-(trifluoromethyl)phenyl]methyl}oxy)tetrahydropyran FC(C1=CC=C(C=C1)COC1OCCCC1)(F)F